3-[5-fluoro-1-methyl-6-[1-[(1R)-1-(4-piperidyl)ethyl]-4-piperidyl]indazol-3-yl]piperidine-2,6-dione FC=1C=C2C(=NN(C2=CC1C1CCN(CC1)[C@H](C)C1CCNCC1)C)C1C(NC(CC1)=O)=O